3-(3-chloro-4-methylphenyl)-N-((5-(2,6-dioxopiperidin-3-yl)-6-oxo-5,6-dihydro-4H-thieno[2,3-c]pyrrol-2-yl)methyl)propenamide ClC=1C=C(C=CC1C)C=CC(=O)NCC1=CC2=C(C(N(C2)C2C(NC(CC2)=O)=O)=O)S1